CC=1C=C(C=CC1)C(=C(CCC1=CC(=CC=C1)C)CC=C)CC=C 1,4-bis(m-methylphenyl)-1,2-diallyl-1-butene